rac-(1s,2s,3r,5r)-2-fluoro-3-((6-(7-methoxyisoquinolin-6-yl)pyridazin-3-yl)oxy)-9-azabicyclo[3.3.1]nonane-9-carboxylic acid tert-butyl ester C(C)(C)(C)OC(=O)N1[C@@H]2[C@@H]([C@@H](C[C@H]1CCC2)OC=2N=NC(=CC2)C=2C=C1C=CN=CC1=CC2OC)F |r|